(R)-4-(3-(dimethylamino)pyrrolidin-1-yl)-2-ethyl-N-(8-fluoro-2-methylimidazo[1,2-a]pyridin-6-yl)-2H-indazole-7-carboxamide CN([C@H]1CN(CC1)C=1C2=CN(N=C2C(=CC1)C(=O)NC=1C=C(C=2N(C1)C=C(N2)C)F)CC)C